ClC1=C(C=CC=C1)C1=C(C=CC(=C1)Cl)S(=O)(=O)N1CCC(CC1)(C(=O)N[C@H](C)\C=C/S(=O)(=O)C)F (R,Z)-1-((2',5-dichloro-[1,1'-biphenyl]-2-yl)sulfonyl)-4-fluoro-N-(4-(methylsulfonyl)but-3-en-2-yl)piperidine-4-carboxamide